FC1=C2C=C(NC2=CC(=C1)F)C(=O)N(C)C1COCC=2NC(C=3C=C(C=CC3C21)F)=O 4,6-difluoro-N-(8-fluoro-6-oxo-1,4,5,6-tetrahydro-2H-pyrano[3,4-c]isoquinolin-1-yl)-N-methyl-1H-indole-2-carboxamide